tert-butyl (3R)-3-[6-(2-chloro-4-cyclopropyl-6-methyl-phenyl)pyrido[2,3-b]pyrazin-3-yl]piperidine-1-carboxylate ClC1=C(C(=CC(=C1)C1CC1)C)C=1C=CC=2C(=NC(=CN2)[C@H]2CN(CCC2)C(=O)OC(C)(C)C)N1